(rac)-(2s,4s)-2-(2-(3-(tert-butyl)phenyl)-8-azaspiro[4.5]decane-8-carbonyl)-7-oxa-5-azaspiro[3.4]octan-6-one C(C)(C)(C)C=1C=C(C=CC1)[C@@H]1CC2(CC1)CCN(CC2)C(=O)C2CC1(C2)NC(OC1)=O |r|